3-{2-[(6-ethylpiperidin-3-yl)amino]-5-(trifluoromethyl)pyrimidin-4-yl}-7-methyl-1H,4H,5H,6H,7H,8H-pyrrolo[2,3-c]azepin-8-one C(C)C1CCC(CN1)NC1=NC=C(C(=N1)C1=CNC=2C(N(CCCC21)C)=O)C(F)(F)F